(E,Z)-2,13-octadeca-dien-1-ol C(\C=C\CCCCCCCCC\C=C/CCCC)O